2-Methyl-5-(4-methylpiperazin-1-yl)-N-[(1R)-1-[3-(5-methyl-1,3,4-thiadiazol-2-yl)phenyl]ethyl]benzamide CC1=C(C(=O)N[C@H](C)C2=CC(=CC=C2)C=2SC(=NN2)C)C=C(C=C1)N1CCN(CC1)C